NC(C(=O)O)C(C)C 2-amino-3-methyl-butyric acid